FC=1C(=NC(=NC1)NC1=CC(=CC=C1)N1CCN(CC1)C(C)C)N1C=C(C2=CC=CC=C12)C(=O)N 1-{5-fluoro-2-[3-(4-isopropyl-piperazin-1-yl)-phenylamino]-pyrimidin-4-yl}-1H-indole-3-carboxylic acid amide